tridecenedioic acid C(C=CCCCCCCCCCC(=O)O)(=O)O